1-{4-[5-(ethylsulfonyl)-6-[3-(1-ethoxyvinyl)-7-methylimidazo[4,5-c]pyridazin-6-yl]pyridin-3-yl]phenyl}cyclopropane-1-carbonitrile C(C)S(=O)(=O)C=1C=C(C=NC1C1=NC2=C(N=NC(=C2)C(=C)OCC)N1C)C1=CC=C(C=C1)C1(CC1)C#N